(±)-allyl 2-[4-[3-[(4,5-dichloro-1-methyl-indole-2-carbonyl)amino]oxetan-3-yl]phenyl]-3-methyl-butanoate ClC1=C2C=C(N(C2=CC=C1Cl)C)C(=O)NC1(COC1)C1=CC=C(C=C1)[C@H](C(=O)OCC=C)C(C)C |r|